2-(4-fluorobenzyl)-8-hydroxy-4H-quinolizin-4-one FC1=CC=C(CC=2C=C3C=C(C=CN3C(C2)=O)O)C=C1